C(C)(C)(C)OC(=O)N1CCC(CC1)CCCOC1CN(C1)CC(=O)O 2-[3-[3-(1-tert-butoxycarbonyl-4-piperidyl)propoxy]azetidin-1-yl]acetic Acid